C1=CC=C(C=C1)OC(=S)Cl O-phenyl chlorothionoformate